N=1C=C(N2N=CC=CC21)NC(=O)C2=CC1=CN(N=C1C=C2OC)C2CCC(CC2)N(C(OC(C)(C)C)=O)C tert-butyl ((1s,4s)-4-(5-(imidazo[1,2-b]pyridazin-3-ylcarbamoyl)-6-methoxy-2H-indazol-2-yl)cyclohexyl)(methyl)carbamate